CC1(N=CC(=C1CC)C)C=O 2,4-dimethyl-3-ethylpyrrolal